N-[[6-[4-(4-methylpiperazine-1-carbonyl)benzoyl]-6-azaspiro[2.5]octan-2-yl]methyl]-1,3-dihydropyrrolo[3,4-c]pyridine-2-carboxamide CN1CCN(CC1)C(=O)C1=CC=C(C(=O)N2CCC3(C(C3)CNC(=O)N3CC=4C=NC=CC4C3)CC2)C=C1